difluoromethyl-thiourea FC(F)NC(=S)N